C1(=CC=CC=C1)S(=O)(=O)N1C(=CC=2C1=NC=CC2Cl)C=2C=NC=CC2 1-(benzenesulfonyl)-4-chloro-2-(3-pyridyl)pyrrolo[2,3-b]Pyridine